BrC1=CNC2=NC=CC(=C21)OC2=C(C=C(C=C2F)NC=2OC[C@H](CN2)CO)F |r| (+/-)-[2-({4-[(3-bromo-1H-pyrrolo[2,3-b]pyridin-4-yl)oxy]-3,5-difluorophenyl}amino)-5,6-dihydro-4H-1,3-oxazin-5-yl]methanol